tert-butyl 3-(Hydroxymethyl)-4-(3,5,6-trifluoropyridin-2-yl)piperazine-1-carboxylate OCC1CN(CCN1C1=NC(=C(C=C1F)F)F)C(=O)OC(C)(C)C